4-[5-(2-aminoethyl)pyridin-2-yl]-3-(5-ethyl-2-methylpyrazol-3-yl)oxybenzonitrile NCCC=1C=CC(=NC1)C1=C(C=C(C#N)C=C1)OC=1N(N=C(C1)CC)C